C([O-])([O-])=O.[Zn+2].NC1=CC=C(C=N1)C#CC=1C(=C(C=CC1F)CS(=O)(=O)NC1=CC(=CC=C1)C#N)F 1-(3-((6-aminopyridin-3-yl)ethynyl)-2,4-difluorophenyl)-N-(3-cyanophenyl)methanesulfonamide Zinc Carbonate